O[C@H]1CC[C@@H](C2=CC=CC=C12)N1C(C2=CC=CC=C2C1=O)=O 2-((1S,4S)-4-hydroxy-1,2,3,4-tetrahydronaphthalen-1-yl)isoindoline-1,3-dione